OCCCCCCCC1=CC=C(C=C1)CC(=O)OCC ethyl 2-(4-(7-hydroxyheptyl)phenyl)acetate